C(C1=CC=CC=C1)O[C@H]1[C@H](O)O[C@@H]([C@@H]([C@@H]1O)OC(C1=CC=CC=C1)=O)COCC1=CC=CC=C1 2,6-bis-O-benzyl-4-O-benzoyl-β-D-galactopyranose